C(C)(C)(C)OC(=O)N1C=CC2=C(C(=CC(=C12)C)O)CN1[C@@H](C[C@@H](CC1)C1CC1)C1=CC=C(C=C1)C(=O)OC 4-(((2S,4R)-4-cyclopropyl-2-(4-(Methoxycarbonyl)phenyl)piperidin-1-yl)methyl)-5-hydroxy-7-methyl-1H-indole-1-carboxylic acid tert-butyl ester